CC/C=C\\CC(/C=C/C=C\\C=C/C(C/C=C\\CCCCCC(=O)[O-])OO)OO The molecule is a docosanoid anion that is the conjugate base of (7Z,11Z,13Z,15E,19Z)-10,17-bis(hydroperoxy)docosapentaenoic acid, obtained by deprotonation of the carboxy group; major species at pH 7.3. It is a docosanoid anion and a long-chain fatty acid anion. It derives from a (7Z,10Z,13Z,16Z,19Z)-docosapentaenoate. It is a conjugate base of a (7Z,11Z,13Z,15E,19Z)-10,17-bis(hydroperoxy)docosapentaenoic acid.